C(C1=CC=CC=C1)OC([C@@H](N)CC1=CC=C(C=C1)O)=O L-tyrosine-benzyl ester